6-(1,2,3,6-tetrahydropyridin-4-yl)pyridine N1CCC(=CC1)C1=CC=CC=N1